5-((R)-3-aminopyrrolidine-1-carbonyl)-4-(2-((6,6-dimethyl-2,4-dioxo-3-azabicyclo[3.1.0]hexan-3-yl)methyl)thieno[3,2-b]pyridin-7-yl)-6-methylpicolinonitrile N[C@H]1CN(CC1)C(=O)C=1C(=CC(=NC1C)C#N)C1=C2C(=NC=C1)C=C(S2)CN2C(C1C(C1C2=O)(C)C)=O